BrC1=C(C=CC=C1)NC(C1=CC=C(C(=O)NC2=C(C=CC=C2)Br)C=C1)=S N,N'-bis(2-bromophenyl)-thioterephthalamide